NC1=C(C#N)C=C(C(=C1)OC1CC1)OC(C)(C)C1=NC=CC=N1 2-amino-4-cyclopropoxy-5-{[2-(pyrimidin-2-yl)propan-2-yl]oxy}-benzonitrile